tert-butyl 4-(3-((4-cyanobenzyl)oxy)-1H-pyrazol-1-yl)piperidine-1-carboxylate C(#N)C1=CC=C(COC2=NN(C=C2)C2CCN(CC2)C(=O)OC(C)(C)C)C=C1